tert-Butyl 4-(5,7,8,9-tetrahydropyrano[3',4':4,5]pyrrolo[2,3-d]pyrimidin-4-yl)-3,6-dihydropyridine-1(2H)-carboxylate N1=CN=C(C2=C1NC1=C2COCC1)C=1CCN(CC1)C(=O)OC(C)(C)C